4-(3-(trifluoromethyl)phenyl)-1-naphthalenal FC(C=1C=C(C=CC1)C1=CC=C(C2=CC=CC=C12)C=O)(F)F